2-(2-((7-Chloro-1,2,3,4-tetrahydroisoquinolin-6-yl)amino)-5-(trifluoromethyl)pyrimidin-4-yl)-5-methylthieno[3,2-c]pyridin-4(5H)-one ClC1=C(C=C2CCNCC2=C1)NC1=NC=C(C(=N1)C1=CC=2C(N(C=CC2S1)C)=O)C(F)(F)F